O[C@@H](CC)CCCCCCCCCCC (3s,4S)-3-hydroxytetradecane